ethyl 3-allyl-4-(benzyloxy)-2-(methoxymethoxy)-6-methylbenzoate C(C=C)C=1C(=C(C(=O)OCC)C(=CC1OCC1=CC=CC=C1)C)OCOC